4-(1,3-dioxolan-2-yl)-3-[(4-methoxyphenyl)methoxy]benzoic acid O1C(OCC1)C1=C(C=C(C(=O)O)C=C1)OCC1=CC=C(C=C1)OC